C(C)(C)(C)OC(=O)N[C@H](CC1=C(C=2N=C(N=C(C2S1)N(C(OC(C)(C)C)=O)CC=1OC=CC1)Cl)C)C tert-butyl (S)-(6-(2-((tert-butoxycarbonyl)amino)propyl)-2-chloro-7-methylthieno[3,2-d]pyrimidin-4-yl)(furan-2-ylmethyl)carbamate